ClC1=C(C=CC(=C1)OC)C1=CN=C(N1C)C(=O)NC1=CC(=C(C(=O)O)C=C1)CC 4-[[5-(2-chloro-4-methoxyphenyl)-1-methyl-imidazole-2-carbonyl]amino]-2-ethyl-benzoic acid